N-[2-(6-cyano-2-pyridinyl)-2-(1-methylpyrazol-4-yl)propyl]-2-(2,4-difluorophenyl)tetrazole-5-carboxamide C(#N)C1=CC=CC(=N1)C(CNC(=O)C=1N=NN(N1)C1=C(C=C(C=C1)F)F)(C)C=1C=NN(C1)C